5-hydroxyuracil tert-Butyl-N-[2-[6-[4-cyano-2-[(4-phenylimidazol-1-yl)methyl]phenyl]pyridin-3-yl]ethyl]carbamate C(C)(C)(C)N(C(O)=O)CCC=1C=NC(=CC1)C1=C(C=C(C=C1)C#N)CN1C=NC(=C1)C1=CC=CC=C1.OC=1C(NC(NC1)=O)=O